OC1=C(OC2=C(C(=CC=C2C1=O)O)O)C1=CC(=C(C=C1)O)O 3,7,8,3',4'-pentahydroxyflavone